COC1=CC=C(C=C1)C1=NC=C(C=C1C1=CC(=C(C(=O)O)C=C1)C)CCCOC 4-(2-(4-methoxyphenyl)-5-(3-methoxypropyl)pyridin-3-yl)-2-methylbenzoic acid